tert-butyl (S)-(29-amino-7-benzyl-2,5,8,11-tetraoxo-15,18,21,24,27-pentaoxa-3,6,9,12-tetraazanonacosyl)carbamate NCCOCCOCCOCCOCCOCCNC(CNC([C@@H](NC(CNC(CNC(OC(C)(C)C)=O)=O)=O)CC1=CC=CC=C1)=O)=O